C1(=CC=CC2=CC=CC=C12)C=1OCCN1 1-naphthyl-oxazoline